2-(5-(2-methylphenyl)-3-(2-methoxyphenyl)-4,5-dihydro-1H-pyrazol-1-yl)-4-methylthiazole CC1=C(C=CC=C1)C1CC(=NN1C=1SC=C(N1)C)C1=C(C=CC=C1)OC